C(C)C(C(=O)OCC(CCCC)CC)C(CCCCCCCCC(=O)OCC(CCCC)CC)CC bis(2-ethylhexyl) α,β-diethyldodecanedioate